FC(C1CC2(CN(C2)C(=O)OC(C)(C)C)C1)F tert-butyl 6-(difluoromethyl)-2-azaspiro[3.3]heptane-2-carboxylate